4-[2-(3-but-3-ynyldiazirin-3-yl)ethoxy]benzaldehyde C(CC#C)C1(N=N1)CCOC1=CC=C(C=O)C=C1